Triethyl-(decyl)silane tert-butyl-(2S,4S)-4-[2-(2-acetylhydrazino)-2-oxo-ethoxy]-2-methyl-piperidine-1-carboxylate C(C)(C)(C)OC(=O)N1[C@H](C[C@H](CC1)OCC(=O)NNC(C)=O)C.C(C)[Si](CCCCCCCCCC)(CC)CC